4-[3-[2,6-Dichloro-4-[(8R)-8-methoxy-5-oxa-2-azaspiro[3.4]octan-2-yl]benzoyl]-2,4-dihydro-1,3-benzoxazin-8-yl]-5-fluoro-2-(3-oxa-8-azabicyclo[3.2.1]octan-8-yl)benzoic acid ClC1=C(C(=O)N2COC3=C(C2)C=CC=C3C3=CC(=C(C(=O)O)C=C3F)N3C2COCC3CC2)C(=CC(=C1)N1CC2(C1)OCC[C@H]2OC)Cl